C1(CCC(N1C(C(=O)OCCO)(CCC)N1C(CCC1=O)=O)=O)=O ethylene glycol bis-succinimidyl-valerate